CC1=CC(CC1(C)C)=O 3,4,4-trimethyl-2-cyclopentene-1-one